potassium 3-morpholinopropanesulfonate O1CCN(CC1)CCCS(=O)(=O)[O-].[K+]